N(=[N+]=[N-])C1=C(C(=O)OC)C=C(C(=C1)OC)OC methyl 2-azido-4,5-dimethoxybenzoate